(αS)-α-[[methyl(phenylmethyl)amino]methyl]-3-(trifluoromethyl)benzenemethanol CN(CC1=CC=CC=C1)C[C@@H](O)C1=CC(=CC=C1)C(F)(F)F